CN1C(N(C(C1=CC1=CC=C(C=C1)N1CCN(CC1)C)=O)C1=CC=C(C=C1)C)=[Se] 1-methyl-5-(4-(4-methylpiperazin-1-yl)benzylidene)-2-selenoxo-3-(4-tolyl)imidazolin-4-one